C(C)(C)(C)N(C(=O)O[C@@H]([C@H](NP(=O)(OCC)OCC)C(=O)O)C)C1=CC=2CCCC(C2C(=C1)Br)(O)CC diethoxyphosphoryl-threonine tert-butyl-(4-bromo-5-ethyl-5-hydroxy-5,6,7,8-tetrahydronaphthalen-2-yl)carbamate